C(C=C)C1=C(OCC(CN2CCC(CC2)=C2C3=C(CCC=4C2=NC=CC4)C=C(C=C3)Cl)O)C=CC=C1 1-(2-allylphenoxy)-3-(4-(8-chloro-5,6-dihydro-11H-benzo[5,6]cyclohepta[1,2-b]pyridin-11-ylidene)piperidin-1-yl)propan-2-ol